(R)-1-(3-(3-Hydroxycyclobutyl)-1-(6-(3-methoxytetrahydrofuran-3-yl)-4-methylpyridin-2-yl)-1H-pyrazolo[4,3-c]pyridin-6-yl)urea OC1CC(C1)C1=NN(C2=C1C=NC(=C2)NC(=O)N)C2=NC(=CC(=C2)C)[C@]2(COCC2)OC